FC1=CC=C(C=C1)C1=CN=C(S1)NC1=CC2=C(C=N1)N=CN2CCNC(=O)[C@H]2N(CCC2)C(C=C)=O (2S)-N-[2-[6-[[5-(4-fluorophenyl)thiazol-2-yl]amino]imidazo[4,5-c]pyridin-1-yl]ethyl]-1-prop-2-enoyl-pyrrolidine-2-carboxamide